COC=1C=C(\C=N\NC(C2=CC(=NC=C2)C2=CC=C(C=C2)OC)=O)C=C(C1)OC (E)-N'-(3,5-dimethoxybenzylidene)-2-(4-methoxyphenyl)isonicotinohydrazide